1-ethoxyethylene tin [Sn].C(C)OC=C